tert-Butyl (S)-3-(hydroxymethyl)-3,4-dihydroisoquinoline-2(1H)-carboxylate OC[C@H]1N(CC2=CC=CC=C2C1)C(=O)OC(C)(C)C